4-(4-(2-(4-methylphenyl)acetyl)-3,4-dihydro-2H-pyrido[4,3-b][1,4]oxazin-8-yl)Benzonitrile CC1=CC=C(C=C1)CC(=O)N1C2=C(OCC1)C(=CN=C2)C2=CC=C(C#N)C=C2